N-(6-(1-cyanospiro[2.2]pentan-1-yl)isoquinolin-3-yl)-2-(pyridin-2-yl)cyclopropane-1-carboxamide C(#N)C1(CC12CC2)C=2C=C1C=C(N=CC1=CC2)NC(=O)C2C(C2)C2=NC=CC=C2